5-(1,2,3,6-tetrahydropyridin-4-yl)benzamide N1CCC(=CC1)C=1C=CC=C(C(=O)N)C1